(3S)-3-((3R)-2-(5-(2-(dimethylamino)ethyl)-2-oxo-4-(trifluoromethyl)pyridin-1(2H)-yl)-3-methylpentanamido)-3-(4-fluoro-2',4',5,6'-tetramethylbiphenyl-3-yl)propanoic acid CN(CCC=1C(=CC(N(C1)C(C(=O)N[C@@H](CC(=O)O)C=1C=C(C=C(C1F)C)C1=C(C=C(C=C1C)C)C)[C@@H](CC)C)=O)C(F)(F)F)C